6-cyclopropyl-2-[2-(trifluoromethoxy)phenylamino]pyridine-3-carbonitrile C1(CC1)C1=CC=C(C(=N1)NC1=C(C=CC=C1)OC(F)(F)F)C#N